(R)-N-(4-(3-(1-propenylpiperidin-3-yl)pyridin-4-yl)-2-methylbenzyl)-3-(1-methylcyclopropyl)-1,2,4-oxadiazole-5-carboxamide C(=CC)N1C[C@H](CCC1)C=1C=NC=CC1C1=CC(=C(CNC(=O)C2=NC(=NO2)C2(CC2)C)C=C1)C